4-Bromo-2-{[1,1-difluoroprop-2-yl]oxy}benzoic acid BrC1=CC(=C(C(=O)O)C=C1)OC(C(F)F)C